C(C)(C)(C)C[Si](C)(C)OO[Si](C)(C)CC(C)(C)C tert-butyltrimethylsilylperoxide